FC(C1=C(C=CC=C1)C1=NC=NC(=C1NC(=O)C=1C=NC(=NC1)C(C)C)N1CC(CC1)(F)F)F N-(4-(2-(difluoromethyl)phenyl)-6-(3,3-difluoropyrrolidin-1-yl)pyrimidin-5-yl)-2-isopropylpyrimidine-5-carboxamide